[2H]C(C(C#N)(C([2H])([2H])[2H])C=1C=NC=CC1)([2H])[2H] 3,3,3-trideuterio-2-(3-pyridyl)-2-(trideuteriomethyl)propanenitrile